2-bromo-3-chloro-5-fluoro-6-[3-(trifluoromethyl)pyrazol-1-yl]pyridine BrC1=NC(=C(C=C1Cl)F)N1N=C(C=C1)C(F)(F)F